ClC=1C=CC=C2CC3(C(NC12)=O)CC3 8'-Chloro-1',4'-dihydro-2'H-spiro[cyclopropane-1,3'-quinoline]-2'-one